OB(C1=C(C=C(CN(C(=O)C2=CC(=C(C=C2)B(O)O)F)CCCC[C@@H](C(=O)N)N)C=C1F)F)O (S)-(4-((4-dihydroxyboryl-3,5-difluorobenzyl)(5,6-diamino-6-oxohexyl)carbamoyl)-2-fluorophenyl)boronic acid